3-ethyl-N-methoxy-N-methylbenzo[b]thiophene-2-carboxamide C(C)C=1C2=C(SC1C(=O)N(C)OC)C=CC=C2